C(CCCCC(=O)OCCCCCCCCCCCCCCCCCC)(=O)OCCCCCCCCCCCCCCCCCC distearyl adipat